ClC1=CC=C2C(=N1)N(C(=N2)CO)CC2CCOCC2 (5-chloro-3-((tetrahydro-2H-pyran-4-yl)methyl)-3H-imidazo[4,5-b]pyridin-2-yl)methanol